triisobutyl-hafnium bromide [Br-].C(C(C)C)[Hf+](CC(C)C)CC(C)C